C12CCCCCC2C1 Bicyclo[5.1.0]octane